BrC1=C2C(=C(NC2=C(C(=C1)OCC1=CC=C(C=C1)OC)Br)C)C 4,7-dibromo-6-((4-methoxybenzyl)oxy)-2,3-dimethyl-1H-indole